4-((5-Nitroquinolin-8-yloxy)methoxy)-4-oxobutanoic acid [N+](=O)([O-])C1=C2C=CC=NC2=C(C=C1)OCOC(CCC(=O)O)=O